S1C(=NC2=C1C=CC=C2)NC(C2=C(C=C(C=C2F)C=C2CCNCC2)F)=O N-(benzo[d]thiazol-2-yl)-2,6-difluoro-4-(piperidin-4-ylidenemethyl)-benzamide